1-iodo-4-(phenylethynyl)benzene IC1=CC=C(C=C1)C#CC1=CC=CC=C1